C(C=C)(=O)N1C[C@@H](N(C[C@H]1C)C1=NC(=NC2=C(C(=C(C=C12)Cl)C1=C(C=CC=C1O)F)F)NS(=O)(=O)C1CC1)C N-(4-((2S,5R)-4-acryloyl-2,5-dimethylpiperazin-1-yl)-6-chloro-8-fluoro-7-(2-fluoro-6-hydroxyphenyl)quinazolin-2-yl)cyclopropane-sulfonamide